Methyl 3-cyano-5-[(diphenylmethylidene)amino]-1-ethylpyrrolo[2,3-b]pyridine-6-carboxylate C(#N)C1=CN(C2=NC(=C(C=C21)N=C(C2=CC=CC=C2)C2=CC=CC=C2)C(=O)OC)CC